2'-chloro-5'-methoxy-6-methyl-N-[6-(3-methyl-2-oxoimidazolidin-1-yl)-1,3-benzothiazol-2-yl]-[4,4'-bipyridine]-3-carboxamide ClC1=NC=C(C(=C1)C1=C(C=NC(=C1)C)C(=O)NC=1SC2=C(N1)C=CC(=C2)N2C(N(CC2)C)=O)OC